C([C@@H]1[C@@H]2[C@@H]([C@H]([C@H](O1)O[C@@H]3[C@H](O[C@@H]([C@@H]([C@H]3O)O)O[C@@H]4[C@H](O[C@@H]([C@@H]([C@H]4O)O)O[C@@H]5[C@H](O[C@H](O2)[C@@H]([C@H]5O)O)CO)CO)CO)O)O)O The molecule is a cyclic oligosaccharide comprising a ring of D-glucose units linked by alpha-(1->4) glycosidic bonds. It is a cyclic oligosaccharide and a maltodextrin.